2H-benzo[b][1,4]oxazine-6-carboxylic acid ethyl ester C(C)OC(=O)C1=CC2=C(OCC=N2)C=C1